5-[4-amino-5-(methoxymethyl)pyrrolo[2,1-f][1,2,4]triazin-7-yl]-N-[(3R,4S)-1-(3,3-difluorocyclobutanecarbonyl)-4-fluoropyrrolidin-3-yl]-2-methoxypyridine-3-carboxamide NC1=NC=NN2C1=C(C=C2C=2C=C(C(=NC2)OC)C(=O)N[C@@H]2CN(C[C@@H]2F)C(=O)C2CC(C2)(F)F)COC